C(CCCCCCCCCCC)CCC(=S)OCC(COC(CCCCCCCCCCCCCC)=S)(COC(CCCCCCCCCCCCCC)=S)COC(CCCCCCCCCCCCCC)=S pentaerythritol tetrakis(3-dodecyl-thiopropionate)